monofluoroethylmethyl carbonate C(OCCCF)([O-])=O